tert-butyl (1R,3S)-3-butyl-6-methoxy-1-(6-(methoxycarbonyl)pyridin-3-yl)-3,4-dihydroisoquinoline-2(1H)-carboxylate C(CCC)[C@@H]1N([C@H](C2=CC=C(C=C2C1)OC)C=1C=NC(=CC1)C(=O)OC)C(=O)OC(C)(C)C